rel-2-((3R,4R)-4-(((5-fluoro-6-(isopropyl(4-(trifluoromethyl)benzyl)amino)pyrimidin-4-yl)amino)methyl)-3-hydroxypiperidin-1-yl)acetamide FC=1C(=NC=NC1N(CC1=CC=C(C=C1)C(F)(F)F)C(C)C)NC[C@@H]1[C@H](CN(CC1)CC(=O)N)O |o1:24,25|